(5-chlorothien-2-yl)-4-methoxypyrrolidine-1,2-dicarboxamide ClC1=CC=C(S1)C1(N(CC(C1)OC)C(=O)N)C(=O)N